C(C1=CC=CC=C1)N(C(OC(C)(C)C)=O)C12C(C(C1)(C2)CCC(C)=O)B2OC(C(O2)(C)C)(C)C tert-butyl benzyl(3-(3-oxobutyl)-2-(4,4,5,5-tetramethyl-1,3,2-dioxaborolan-2-yl)bicyclo[1.1.1]pentan-1-yl)carbamate